6-fluoro-4-oxo-7-(3-{[2-(pyridin-3-yl)ethyl]carbamoyl}azetidin-1-yl)-1-(1,3-thiazol-2-yl)-1,4-dihydro-1,8-naphthyridine-3-carboxylic acid FC=1C=C2C(C(=CN(C2=NC1N1CC(C1)C(NCCC=1C=NC=CC1)=O)C=1SC=CN1)C(=O)O)=O